ClC=1C=C(C=CC1F)NC1=C2C=C(NC2=CC(=C1)C)C(=O)O 4-((3-chloro-4-fluorophenyl)amino)-6-methyl-1H-indole-2-carboxylic acid